FC(OC1=C(C=C(C=C1)OC(F)F)C1=NN(C=C1NC(=O)C=1C=NN2C1N=CC=C2)CC=2N=NN(N2)C2CN(C2)C[C@@H]2N(CCC2)C)F |r| N-[3-[2,5-bis(difluoromethoxy)phenyl]-1-[[2-[1-[[rac-(2R)-1-methylpyrrolidin-2-yl]methyl]azetidin-3-yl]tetrazol-5-yl]methyl]pyrazol-4-yl]pyrazolo[1,5-a]pyrimidine-3-carboxamide